FC(C1=NC(=NC(=N1)C(F)(F)F)N1[C@H](C=2NC3=CC=C(C=C3C2CC1)B1OC(C(O1)(C)C)(C)C)CC(C)C)(F)F (1S)-2-[4,6-bis(trifluoromethyl)-1,3,5-triazin-2-yl]-1-isobutyl-6-(4,4,5,5-tetramethyl-1,3,2-dioxaborolan-2-yl)-1,3,4,9-tetrahydropyrido[3,4-b]indole